FC1=C(C(=CC=C1C=1C=NN(C1)CCC(C)C)O)N1CC(NS1(=O)=O)=O 5-(2-fluoro-6-hydroxy-3-(1-isopentyl-1H-pyrazol-4-yl)phenyl)-1,2,5-thiadiazolidin-3-one 1,1-dioxide